1,2,3-triazole cyanate [O-]C#N.N1N=NC=C1